O=C1NC(CC[C@@H]1C1=CC=C(C=C1)C1CCN(CC1)CC(=O)N1CCC(CC1)N(C(=O)C1(CCN(CC1)C1=CN=NC(=C1)C1=C(C=CC=C1)O)OC)C)=O |r| RAC-N-(1-(2-(4-(4-(2,6-DIOXOPIPERIDIN-3-YL)PHENYL)PIPERIDIN-1-YL)ACETYL)PIPERIDIN-4-YL)-1-(6-(2-HYDROXYPHENYL)PYRIDAZIN-4-YL)-4-METHOXY-N-METHYLPIPERIDINE-4-CARBOXAMIDE